ClC=1C=C(C(=O)NC2=CC(=CC=C2)C(=O)C=2C=C3N=C(C=NC3=CC2)N2CCOCC2)C=CC1Cl 3,4-dichloro-N-(3-(3-morpholinoquinoxaline-6-carbonyl)phenyl)benzamide